CC(CCN1C(CC[C@H]1CNC1=NC=2N(C=C1)N=CC2C2=C(C=CC=C2)OCC)=O)(C)C (S)-1-(3,3-dimethylbutyl)-5-(((3-(2-ethoxyphenyl)pyrazolo[1,5-a]pyrimidin-5-yl)amino)methyl)pyrrolidin-2-one